methyl 4-benzamido-2-(bromomethyl)-5-iodobenzoate C(C1=CC=CC=C1)(=O)NC1=CC(=C(C(=O)OC)C=C1I)CBr